trimethylbenzo[b][1,4]benzothiazepine CC1=CC2=C(C=NC3=C(S2)C=CC=C3)C(=C1C)C